4-((1r,4r)-2-oxa-5-azabicyclo[2.2.1]hept-5-yl)-N-(1-cyanocyclopropyl)-9-(5-(difluoromethyl)-1,3,4-thiadiazol-2-yl)-9H-pyrimido[4,5-b]indole-7-sulfonamide [C@H]12OC[C@H](N(C1)C1=NC=NC=3N(C4=CC(=CC=C4C31)S(=O)(=O)NC3(CC3)C#N)C=3SC(=NN3)C(F)F)C2